4-[[(2-Chloro-6-fluorophenyl)methyl]methylamino]-3-nitrobenzamide ClC1=C(C(=CC=C1)F)CN(C1=C(C=C(C(=O)N)C=C1)[N+](=O)[O-])C